BrC=1C=C2C=CC(=CC2=CC1)[O-].[K+] Potassium 6-bromo-2-naphtholate